N1C[C@H](CC1)N1N=CC(=C1)C=1NC=CC1 2-(1-((S)-pyrrolidin-3-yl)-1H-pyrazol-4-yl)-1H-pyrrole